3-[(Benzo[d][1,3]dioxolan-4-yl)-oxy]-3-(3-methylphenyl)-N,N-dimethylpropylamine O1COC2=C1C=CC=C2OC(CCN(C)C)C2=CC(=CC=C2)C